2-[(2-methoxy-3-pyridyl)amino]-6-tetrahydropyran-2-yl-pyridine-3-carbonitrile COC1=NC=CC=C1NC1=NC(=CC=C1C#N)C1OCCCC1